tert-butyl (3-((2-(4,4,5,5-tetramethyl-1,3,2-dioxaborolan-2-yl)benzyl)oxy)propyl)carbamate CC1(OB(OC1(C)C)C1=C(COCCCNC(OC(C)(C)C)=O)C=CC=C1)C